N-(1-(4-methylbenzyl)-1H-indazol-3-yl)isoxazole-5-carboxamide CC1=CC=C(CN2N=C(C3=CC=CC=C23)NC(=O)C2=CC=NO2)C=C1